C1=C(C=CC2=CC=CC=C12)P(OC1=C(C=C(C(=C1C(C)(C)C)C(C)(C)C)OC)C1=C(C=CC(=C1)OC)OP1OC(C(O1)(C1=CC=CC=C1)C1=CC=CC=C1)(C1=CC=CC=C1)C1=CC=CC=C1)([O-])([O-])C1=CC2=CC=CC=C2C=C1 di-tert-butyl-5,5'-dimethoxy-2'-((4,4,5,5-tetraphenyl-1,3,2-dioxaphospholan-2-yl)oxy)-[1,1'-biphenyl]-2-yl di(naphthalen-2-yl)phosphite